BrC1=C2/C(/C(NC2=CC=C1)=O)=N/NC(NC1=CC=C(C=C1)OC)=S (Z)-2-(4-bromo-2-oxoindoline-3-ylidene)-N-(4-methoxyphenyl)hydrazinecarbothioamide